beta-cyanoethyl-methyl-dimethoxysilane C(#N)CC[Si](OC)(OC)C